ethyl 2-(2-((4-(3-(aminomethyl)phenyl)thieno[3,2-g]benzofuran-6-yl)methoxy)phenyl)acetate NCC=1C=C(C=CC1)C1=CC2=C(C3=C1C=CO3)SC=C2COC2=C(C=CC=C2)CC(=O)OCC